BrC1=C(C(=CC(=C1C)C)[N+](=O)[O-])/C=C/N(C)C (E)-2-(2-bromo-3,4-dimethyl-6-nitro-phenyl)-N,N-dimethyl-ethenamine